C(C)OC(CC1CCN(CC1)C1=C(C=C(C=C1F)C=1SC=C(N1)OCCCC)F)=O {1-[4-(4-butoxy-thiazol-2-yl)-2,6-difluoro-phenyl]-piperidin-4-yl}acetic acid ethyl ester